1-(5-(4-AMINO-1-ISOPROPYL-1H-PYRAZOLO[3,4-D]PYRIMIDIN-3-YL)-4-FLUOROINDOLIN-1-YL)-2-(4-METHYL-3-(TRIFLUOROMETHYL)PHENYL)ETHAN-1-ONE NC1=C2C(=NC=N1)N(N=C2C=2C(=C1CCN(C1=CC2)C(CC2=CC(=C(C=C2)C)C(F)(F)F)=O)F)C(C)C